5-chloro-2-fluoro-4-nitroaniline ClC=1C(=CC(=C(N)C1)F)[N+](=O)[O-]